CC(=C=C)C12N(C=3C=CC=CC3C1=O)CCC2 9a-(Buta-2,3-dien-2-yl)-2,3-dihydro-1H-pyrrolo[1,2-a]indol-9(9aH)-one